tert-butyl (4-(2-chloro-4-(5-(1-(2,2-difluorocyclopropyl)-3-(trifluoromethyl)-1H-pyrazol-4-yl)-1-methyl-1H-imidazole-2-carboxamido)benzamido)butyl)carbamate ClC1=C(C(=O)NCCCCNC(OC(C)(C)C)=O)C=CC(=C1)NC(=O)C=1N(C(=CN1)C=1C(=NN(C1)C1C(C1)(F)F)C(F)(F)F)C